tridodecyliodosilane C(CCCCCCCCCCC)[Si](I)(CCCCCCCCCCCC)CCCCCCCCCCCC